N=1C=2N(C=CC1N1CCC(CC1)N1CCN(CC1)CC=1C=C3C(N(C(C3=CC1)=O)N1C(NC(CC1)=O)=O)=O)C1=C(N2)C=CC=C1 5-((4-(1-(benzo[4,5]imidazo[1,2-a]pyrimidin-2-yl)piperidin-4-yl)piperazin-1-yl)methyl)-2-(2,4-dioxotetrahydropyrimidin-1(2H)-yl)isoindoline-1,3-dione